C1(=CC=CC=C1)C1=NC=CC=C1[C@H](C=C)C1=CC=CC=C1 (R)-2-phenyl-3-(1-phenylallyl)pyridine